N1N=NN=C1 tetra-azole